C(=C)OCCCCOC(NC1=CC=C(C=C1)CC1=CC=C(C=C1)NC(OCCCCOC=C)=O)=O bis[4-(vinyloxy)butyl](methylenedi-1,4-phenylene)biscarbamate